C(=O)(OC(C)(C)C)N1[C@@H](CCC1)C(=O)O BOC-L-proline